CC1=CC(=CC2=C1C3C4=C(C5=C(C=C4CC(O3)(O2)C)C(C6=C(C5=O)C(=CC(=C6)O)O)(C)C)O)O The molecule is an organic heterohexacyclic compound that is 6,7,9,16-tetrahydro-14H-6,16-epoxyanthra[2,3-e]benzo[b]oxocin-14-one substituted by hydroxy groups at positions 3, 11, 13 and 15, methyl groups at positions 1 and 4 and geminal methyl groups at position 9 respectively. It is isolated from the fermentation broth of Streptomyces violaceusniger and exhibits moderate antibacterial activity. It has a role as a metabolite, an antimicrobial agent and an antibacterial agent. It is an organic heterohexacyclic compound, a polyphenol, a bridged compound, an oxacycle and a cyclic ketone.